1-(benzyloxycarbonylsulfamoyl)-3-[1-[2-(tert-butoxycarbonylamino)-2-methyl-propionyl]-4-piperidinyl]pyrrole-2-carboxylic acid benzyl ester C(C1=CC=CC=C1)OC(=O)C=1N(C=CC1C1CCN(CC1)C(C(C)(C)NC(=O)OC(C)(C)C)=O)S(NC(=O)OCC1=CC=CC=C1)(=O)=O